pyrimido[4,5-b]quinoline N1=CN=CC=2C1=NC1=CC=CC=C1C2